ClC1=C(C=NNC1=O)N1C[C@@H](CC1)OC1=NC=CC(=C1)C1CCC(CC1)C#N (R)-4-(2-((1-(5-chloro-6-oxo-1,6-dihydropyridazin-4-yl)pyrrolidin-3-yl)oxy)pyridin-4-yl)cyclohexane-1-carbonitrile